NCCCN(C(=O)[C@H]1N(CC[C@H]1O[Si](C)(C)C(C)(C)C)C1=NC(=CC(=C1)C(F)(F)F)C(F)(F)F)C1=CC(=C(C=C1)F)Cl (2S,3R)-N-(3-aminopropyl)-1-(4,6-bis(trifluoromethyl)pyridin-2-yl)-3-((tert-butyldimethylsilyl)oxy)-N-(3-chloro-4-fluorophenyl)pyrrolidine-2-carboxamide